t-butyl (S)-3-methylpiperazin-1-carboxylate C[C@H]1CN(CCN1)C(=O)OC(C)(C)C